S1C=C(C2=C1C=CC=C2)C2=NC(=NC=C2)Cl 4-(benzothien-3-yl)-2-chloropyrimidine